CN1N=C(C(=C1C)NCC=1C(=NC=NC1)N)C 5-((1,3,5-trimethyl-1H-pyrazol-4-ylamino)methyl)pyrimidin-4-amine